1-(5-methylpyridazin-4-yl)ethanamine CC=1C(=CN=NC1)C(C)N